BrC1=CC=C(C=C1)[C@@H]1[C@H](CNCC1)F (3R,4R)-4-(4-bromophenyl)-3-fluoro-piperidine